C(C1CO1)OCCC[Si](CC)(CC)OC(C)=O γ-glycidoxypropylacetoxydiethylsilane